2',6'-diisopropoxy-4'-(2-methylphenyl)-2-iodo-3,4,5,6-tetramethylbiphenyl C(C)(C)OC1=C(C(=CC(=C1)C1=C(C=CC=C1)C)OC(C)C)C1=C(C(=C(C(=C1C)C)C)C)I